Cl.FC(C1(CCC1)CN)(F)F (1-(trifluoromethyl)cyclobutyl)methylamine hydrochloride